N-(2-(7-fluoro-1-((1s,4s)-4-isopropylcyclohexyl)-3-oxo-1H-spiro[isoquinoline-4,4-piperidin]-2(3H)-yl)ethyl)methanesulfonamide FC1=CC=C2C(=C1)C(N(C(C21CCNCC1)=O)CCNS(=O)(=O)C)C1CCC(CC1)C(C)C